N1([C@@H](CC1)C(=O)OC(C)(C)C)C(=O)OCC1=CC=CC=C1 O1-benzyl O2-tert-butyl (2S)-azetidine-1,2-dicarboxylate